N[C@H]1CN(CCC1)C1=NC=2N(C(N(C(C2N1CC#CC)=O)CC1=C(C(=O)OC)C=C(C=C1)Cl)=O)C methyl (R)-2-((8-(3-aminopiperidin-1-yl)-7-(but-2-yn-1-yl)-3-methyl-2,6-dioxo-2,3,6,7-tetrahydro-1H-purin-1-yl)methyl)-5-chlorobenzoate